ClC1=CC=NC2=CC=C(C=C12)C1=NC=C(C(=O)N2CC3(CN(C3)C(=O)OC(C)(C)C)C2)C=C1 tert-butyl 6-(6-(4-chloroquinolin-6-yl)nicotinoyl)-2,6-diazaspiro[3.3]heptane-2-carboxylate